Acetic acid 4,5-diacetoxy-3-acetylcarbamoyl-1,10-bis-dimethylamino-7-methoxy-6-oxo-6,11,11a,12-tetrahydro-naphthacen-2-yl ester C(C)(=O)OC1=C(C(=C(C=2CC3CC4=C(C=CC(=C4C(C3=C(C12)OC(C)=O)=O)OC)N(C)C)N(C)C)OC(C)=O)C(NC(C)=O)=O